4-amino-2-(methylsulfonyl)-5-thiophenecarboxylic acid NC=1C=C(SC1C(=O)O)S(=O)(=O)C